2-{4-[(4-isopropyl-3-morpholin-4-yl-phenyl)-methyl-amino]-phenoxy}-pyrido[3,4-d]pyrimidin-4-ol C(C)(C)C1=C(C=C(C=C1)N(C1=CC=C(OC=2N=C(C3=C(N2)C=NC=C3)O)C=C1)C)N1CCOCC1